perfluorododecyltri(ethyloxy)silane FC(C(C(C(C(C(C(C(C(C(C(C(F)(F)F)(F)F)(F)F)(F)F)(F)F)(F)F)(F)F)(F)F)(F)F)(F)F)(F)F)([Si](OC(C(F)(F)F)(F)F)(OC(C(F)(F)F)(F)F)OC(C(F)(F)F)(F)F)F